(3S,10S)-7-((2S,5R)-4-acryloyl-2,5-dimethylpiperazin-1-yl)-3-(methoxymethyl)-10-(1-methyl-1H-indazol-7-yl)-9-(trifluoromethyl)-2,3-dihydro-5H-[1,4]thiazino[2,3,4-ij]quinazolin-5-one C(C=C)(=O)N1C[C@@H](N(C[C@H]1C)C1=NC(N2C3=C(C(=C(C=C13)C(F)(F)F)C=1C=CC=C3C=NN(C13)C)SC[C@@H]2COC)=O)C